S(SC[C@H](C(=O)O)NC(=O)OC(C)(C)C)C[C@H](C(=O)O)NC(=O)OC(C)(C)C (2S,2'S)-3,3'-disulfanediylbis(2-((tert-butoxycarbonyl)amino)propanoic acid)